tert-butyl ((4-((5-((1s,3s)-3-(hydroxymethyl)cyclobutyl)pyrimidin-2-yl)amino)phenyl)sulfonyl)carbamate OCC1CC(C1)C=1C=NC(=NC1)NC1=CC=C(C=C1)S(=O)(=O)NC(OC(C)(C)C)=O